2-amino-6-((methyl(phenyl)amino)methyl)pyrimidin NC1=NC(=CC=N1)CN(C1=CC=CC=C1)C